3-(5-(2-(2-(2-(2-hydroxyethoxy)ethoxy)ethoxy)ethoxy)-3-methyl-2-oxo-2,3-dihydro-1H-benzo[d]imidazol-1-yl)-1-(4-methoxybenzyl)piperidine-2,6-dione OCCOCCOCCOCCOC1=CC2=C(N(C(N2C)=O)C2C(N(C(CC2)=O)CC2=CC=C(C=C2)OC)=O)C=C1